CC(C(=O)OC=1C(=NN(C(C1C1=C(C(=CC=C1F)Cl)C=C)=O)C)C)C [5-(3-chloro-6-fluoro-2-vinyl-phenyl)-1,3-dimethyl-6-oxo-pyridazin-4-yl] 2-methylpropionate